2-chloro-2-(3-chloro-5-(methoxymethyl)phenyl)-N,N-dimethylethan-1-amine ClC(CN(C)C)C1=CC(=CC(=C1)COC)Cl